1-(3-((8-(diethylamino)octyl)amino)phenyl)dihydropyrimidine-2,4(1H,3H)-dione C(C)N(CCCCCCCCNC=1C=C(C=CC1)N1C(NC(CC1)=O)=O)CC